(R)-2-(4-methyl-6-((1-methylpiperidin-3-yl)amino)thieno[3,2-d]pyrimidin-2-yl)-5-(trifluoromethyl)phenol CC=1C2=C(N=C(N1)C1=C(C=C(C=C1)C(F)(F)F)O)C=C(S2)N[C@H]2CN(CCC2)C